bis-3-cyclopentadienyl-molybdenum C1=CC(=CC1)[Mo]C=1C=CCC1